C(C)(C)(C)OC(=O)N(C1=NC=NN2C1=NC=C2C(=O)OC)C(=O)OC(C)(C)C methyl 4-[bis(tert-butoxycarbonyl)amino]imidazo[2,1-f][1,2,4]triazine-7-carboxylate